isophthalic acid (n-hexyl) (isodecyl) ester C(CCCCCCC(C)C)OC(C=1C=C(C(=O)OCCCCCC)C=CC1)=O